(Z)-1,4-bis((8,8-dimethyl-1-oxaspiro[4.5]decan-2-yl)oxy)but-2-en CC1(CCC2(CCC(O2)OC\C=C/COC2OC3(CC2)CCC(CC3)(C)C)CC1)C